8-bromo-6-(4-chlorobenzyl)-2-(2-methylpropyl)imidazo[1,2-c]Pyrido[2,3-e]Pyrimidine BrC1=CC2=C(C=3N(CN2CC2=CC=C(C=C2)Cl)C=C(N3)CC(C)C)N=C1